1-{5-[4-(Difluoromethoxy)benzene-sulfonyl]-1H,2H,3H,4H,5H,6H-pyrrolo[3,4-c]pyrrol-2-yl}-2-(2-methyl-1,3-thiazol-4-yl)ethan-1-one FC(OC1=CC=C(C=C1)S(=O)(=O)N1CC2=C(C1)CN(C2)C(CC=2N=C(SC2)C)=O)F